4-bromo-N-[(2,4-dimethoxyphenyl)methyl]-1H-pyrazolo[4,3-c]pyridine-6-carboxamide BrC1=NC(=CC2=C1C=NN2)C(=O)NCC2=C(C=C(C=C2)OC)OC